2-((3R,5R,7R)-adamantan-1-yl)-N-(12-(4-(3-methoxy-4-nitrophenyl)piperazine-1-yl)dodecyl)acetamide C12(CC3CC(CC(C1)C3)C2)CC(=O)NCCCCCCCCCCCCN2CCN(CC2)C2=CC(=C(C=C2)[N+](=O)[O-])OC